ClC=1C=C2C=CN=CC2=C(C1)[C@H]1N(CCC1)C(=O)OC(C)(C)C (S)-tert-butyl 2-(6-chloroisoquinolin-8-yl)pyrrolidine-1-carboxylate